(phenylmethoxy)-2(1H)-pyridinone C1(=CC=CC=C1)CON1C(C=CC=C1)=O